N,N-dimethyl-N-ethyl-N-amyl-ammonium C[N+](CCCCC)(CC)C